ClC1=C2C=C(N(C2=CC=C1C)C)C(=O)NC1(COC1)C1=C(C=C(C=C1)CC(=O)O)F 2-{4-[3-(4-chloro-1,5-dimethyl-1H-indole-2-amido)oxetan-3-yl]-3-fluorophenyl}acetic acid